FC1=CC2=C(N(C(N=C2N2[C@H](CN(CC2)C(C=C)=O)C)=O)C2=C(C=CC=C2C(C)C)C)N=C1C1=C2C=NNC2=CC=C1C 6-fluoro-7-(5-methyl-1H-indazol-4-yl)-1-(2-methyl-6-(2-propanyl)phenyl)-4-((2S)-2-methyl-4-(2-propenoyl)-1-piperazinyl)pyrido[2,3-d]pyrimidin-2(1H)-one